2-(2-((5-(1-aminoisoquinolin-7-yl)-1-(1-(2-methoxyethyl)azetidin-3-yl)-1H-indazol-3-yl)methoxy)phenyl)acetic acid NC1=NC=CC2=CC=C(C=C12)C=1C=C2C(=NN(C2=CC1)C1CN(C1)CCOC)COC1=C(C=CC=C1)CC(=O)O